CN(C1=NC(N(C2=CC(=CC=C12)C1COC1)C1=CC=CC=C1)=O)C 4-(dimethylamino)-7-(oxetan-3-yl)-1-phenylquinazolin-2(1H)-one